ClCCCCCCOCCN1CCN(CC1)CCCOCCN 2-(3-(4-(2-((6-chlorohexyl)oxy)ethyl)piperazin-1-yl)propoxy)ethan-1-amine